(7-cyclopropyl-1-(2-hydroxyethyl)-1H-indazol-3-yl)-4-fluorobenzamide C1(CC1)C=1C=CC=C2C(=NN(C12)CCO)C1=C(C(=O)N)C=CC(=C1)F